tetraisopropyl-1,2-propanediamine C(C)(C)CC(C(N)(C(C)C)C(C)C)(N)C(C)C